IC1=C(N=CN1)C 5-iodo-4-methyl-1H-imidazole